(R)-tert-butyl 3-(5-(2-(5-fluoro-2-methoxypyridin-3-yl)pyrrolidin-1-yl)pyrazolo[1,5-a]pyrimidine-3-carboxamido)propylcarbamate FC=1C=C(C(=NC1)OC)[C@@H]1N(CCC1)C1=NC=2N(C=C1)N=CC2C(=O)NCCCNC(OC(C)(C)C)=O